((4-Amino-2,5-dimethylphenyl)imino)(isopropyl)(3-methoxyphenyl)-λ6-sulfanone NC1=CC(=C(C=C1C)N=S(=O)(C1=CC(=CC=C1)OC)C(C)C)C